Tungsten molybdenum selenide [Mo]=[Se].[W]